ClC1=CC=C(C=C1)CN1C(CCS(C2=C1C=CC=C2)(=O)=O)=O 5-[(4-chlorophenyl)methyl]-1,1-dioxo-2,3-dihydro-1lambda6,5-benzothiazepin-4-one